4-chloro-N-(3-fluoro-5-(phenylethynyl)pyridin-2-yl)-1-(1-(methylsulfonyl)piperidin-4-yl)-1H-pyrazole-5-carboxamide ClC=1C=NN(C1C(=O)NC1=NC=C(C=C1F)C#CC1=CC=CC=C1)C1CCN(CC1)S(=O)(=O)C